ClC=1C=C(C=CC1F)C1=CC(=CN1)S(=O)(=O)NC1=C(C=C(C=C1)C#N)F 5-(3-chloro-4-fluoro-phenyl)-N-(4-cyano-2-fluoro-phenyl)-1H-pyrrole-3-sulfonamide